1-(4-methyl-4-(methyl(3-(trifluoromethyl)benzyl)amino)piperidine-1-carbonyl)-1H-pyrazole-3-carboxamide CC1(CCN(CC1)C(=O)N1N=C(C=C1)C(=O)N)N(CC1=CC(=CC=C1)C(F)(F)F)C